1-[4-(6,7-dimethylquinolin-4-yloxy)phenyl]-3-[(4-fluorobenzyl)sulfonyl]urea CC=1C=C2C(=CC=NC2=CC1C)OC1=CC=C(C=C1)NC(=O)NS(=O)(=O)CC1=CC=C(C=C1)F